The molecule is a but-2-enoate ester obtained by formal condensation of the carboxy group of (2E)-2-methylbut-2-enoic acid with the 1-hydroxy group of (1R,7aR)-7-({[(2S,3S)-2,3-dihydroxy-2-isopropylbutanoyl]oxy}methyl)-2,3,5,7a-tetrahydro-1H-pyrrolizin-1-ol. It is a but-2-enoate ester and a member of pyrrolizines. C/C=C(\\C)/C(=O)O[C@@H]1CCN2[C@@H]1C(=CC2)COC(=O)[C@@]([C@H](C)O)(C(C)C)O